2-[2-(4-Methoxyphenyl)benzimidazol-1-yl]ethanehydroxamic acid COC1=CC=C(C=C1)C1=NC2=C(N1CC(=O)NO)C=CC=C2